diphenyl-1H-imidazol C1(=CC=CC=C1)C1=C(N=CN1)C1=CC=CC=C1